BrC1=CC=C(C=N1)N1C(N(C2=C1C(=CC=C2)C)CC(=O)O)=O 2-(3-(6-bromopyridin-3-yl)-4-methyl-2-oxo-2,3-dihydro-1H-benzo[d]imidazol-1-yl)acetic acid